4-(4-chloro-6-(cyclobutyl-(ethyl)amino)pyridinylamino)-2-fluorobenzoic acid ClC1=CC(=NC(=C1)N(CC)C1CCC1)NC1=CC(=C(C(=O)O)C=C1)F